C(C1=CC=CC=C1)OC1=NC(=CC(=C1)CN1CCC(CC1)CNC(C)=O)C1=CC(=CC(=C1)Cl)Cl N-((1-((2-(benzyloxy)-6-(3,5-dichlorophenyl)pyridin-4-yl)methyl)piperidin-4-yl)methyl)acetamide